(R)-5-cyano-N-ethyl-N-(2,2,2-trifluoro-1-(4-fluorophenyl)ethyl)pyridine-3-sulfonamide C(#N)C=1C=C(C=NC1)S(=O)(=O)N([C@@H](C(F)(F)F)C1=CC=C(C=C1)F)CC